CC(C(=O)C)C(=O)[O-] The molecule is a 3-oxo monocarboxylic acid anion. It derives from a butyrate. It is a conjugate base of a 2-methylacetoacetic acid.